FC=1C=C(NC2=NC=C(C(=N2)N[C@H](CO)C2=CC=CC=C2)C2=NC(=NN2)C(F)(F)F)C=CC1S(=O)(=O)C (2S)-2-[[2-(3-fluoro-4-methylsulfonyl-anilino)-5-[3-(trifluoromethyl)-1H-1,2,4-triazol-5-yl]pyrimidin-4-yl]amino]-2-phenyl-ethanol